BrC1=CC=C(C2=NN(N=C21)C2=CC(=C(C(=C2)F)F)F)Br 4,7-dibromo-2-(3,4,5-trifluorophenyl)-2H-benzotriazole